FC(C1(CC=C(C=C1)CCC(=O)O)C(F)(F)F)(F)F 4-trifluoromethyl-3-(4-trifluoromethyl-phenyl)propionic acid